N1=C(C=CC=C1)S(=O)(=O)O pyridine-Sulfonic acid